N,N1-Bis-(4-fluorophenyl)-6-morpholine-4-yl-[1,3,5]triazine-2,4-diamine hydrochloride Cl.FC1=CC=C(C=C1)NC1N(C(=NC(=N1)N)N1CCOCC1)C1=CC=C(C=C1)F